anti-acetyl-lysine C(C)(=O)N[C@@H](CCCCN)C(=O)O